tert-Butyl((5-methyl-6-((1-(naphthalen-1-yl)ethyl)carbamoyl)-1H-indol-2-yl)methyl)carbamate C(C)(C)(C)OC(NCC=1NC2=CC(=C(C=C2C1)C)C(NC(C)C1=CC=CC2=CC=CC=C12)=O)=O